2-fluoro-1-[2-(prop-2-enoyl)-3,4-dihydro-1H-isoquinolin-5-yl]-5H,6H,7H,8H,9H,10H-cyclohepta[b]indole-4-carboxamide FC=1C(=C2C3=C(NC2=C(C1)C(=O)N)CCCCC3)C3=C1CCN(CC1=CC=C3)C(C=C)=O